[N+](=O)([O-])C1=CC=C(/C=C/[N+](=O)[O-])C=C1 (E)-4-nitro-β-nitrostyrene